ClC1=C(C(C(C1(Cl)F)(F)F)(Cl)F)Cl 1,2,3,5-tetrachlorotetrafluorocyclopentene